CN(C1C[C@H]2CC[C@@H](C1)N2C(=O)OC(C)(C)C)C tert-Butyl (1R,3r,5S)-3-(dimethylamino)-8-azabicyclo[3.2.1]octane-8-carboxylate